[I-].[I-].C12C(C3CC(CC(C1)C3)C2)=C(C2=CC=C(C=C2)OCCCCCC[N+]2(CCCC2)C)C2=CC=C(C=C2)OCCCCCC[N+]2(CCCC2)C 1,1'-((((((5r,7r)-adamantan-2-ylidene)methylene)bis(4,1-phenylene))bis(oxy))bis(hexane-6,1-diyl))bis(1-methylpyrrolidin-1-ium) diiodide